F[C@@]12[C@@H](CNCC1)CN(C2=O)CC2(CCC2)C(=O)O 1-(((3aS,7aR)-7a-fluoro-1-oxooctahydro-2H-pyrrolo[3,4-c]pyridin-2-yl)methyl)cyclobutane-1-carboxylic acid